(E)-6-(2-oxo-1-phenylindolin-3-ylidene)heptanoic acid O=C\1N(C2=CC=CC=C2/C1=C(\CCCCC(=O)O)/C)C1=CC=CC=C1